C1(=C(C=CC=C1)C1=NN(C=C1)C=O)C [3-(o-tolyl)-1-pyrazolyl]methanone